BrC1=CC=C(C=C1)N(S(=O)(=O)C1CCN(CC1)C(C(F)(F)F)=O)CCC N-(4-bromophenyl)-N-propyl-1-(2,2,2-trifluoroacetyl)piperidine-4-sulfonamide